2-cyclohexyl-2-sec-butyl-1,3-dimethoxypropane C1(CCCCC1)C(COC)(COC)C(C)CC